cobalt(II) molybdate [O-][Mo](=O)(=O)[O-].[Co+2]